C(C1=CC=CC=C1)OC=1C=C(C=CC1)C[C@H](C(=O)OC(C)(C)C)[C@@H]1CN(CC1)C(=O)OC(C)(C)C tert-butyl (R)-3-((S)-3-(3-(benzyloxy)phenyl)-1-(tert-butoxy)-1-oxopropan-2-yl)pyrrolidine-1-carboxylate